FC(C1=NN=C(O1)C1=CC(NC=N1)=O)F 6-(5-(difluoromethyl)-1,3,4-oxadiazol-2-yl)pyrimidin-4(3H)-one